N=1N(N=CC1)C=1C=C(C=CC1)NC1=NC=NC2=CC(=C(C=C12)NC(C=C)=O)OCCCN1CCOCC1 N-(4-((3-(2H-1,2,3-triazol-2-yl)phenyl)amino)-7-(3-morpholinopropoxy)quinazolin-6-yl)acrylamide